[Co+2].N1=C(N=CC=C1)C1C(N=NO1)=O pyrimidinyl-oxadiazolone cobalt (II)